BrC1=C(C=C(C(=C1)Br)OC)S(=O)(=O)NC(CCCC)(CCCC)CNC1=CC=CC=C1 2,4-dibromo-5-methoxy-N-(5-((phenylamino)methyl)nonan-5-yl)benzenesulfonamide